NC=1C=C(C=CC1)[PH2]=O (3-aminophenyl)phosphine oxide